3-methyl-[1,2,4]triazolo[4,3-a]pyridine-8-carbaldehyde CC1=NN=C2N1C=CC=C2C=O